CN(CCNS(OCC(=O)NC=1SC2=C(N1)CCCC2C2=CC(=C(C=C2)F)Cl)(=O)=O)C 2-((7-(3-chloro-4-fluorophenyl)-4,5,6,7-tetrahydrobenzo[d]thiazol-2-yl)amino)-2-oxoethyl (2-(dimethylamino)ethyl)sulfamate